N-(3-(9H-carbazol-9-yl-d8)phenyl)-4'-(tert-butyl)-[1,1'-biphenyl]-2-amine C1(=C(C(=C(C=2C3=C(C(=C(C(=C3N(C12)C=1C=C(C=CC1)NC=1C(=CC=CC1)C1=CC=C(C=C1)C(C)(C)C)[2H])[2H])[2H])[2H])[2H])[2H])[2H])[2H]